3-(1-methyl-7-oxo-3-propyl-6,7-dihydro-1H-pyrazolo-[4,3-d]pyrimidin-5-yl)-N-[2-(1-methylpyrrolidin-2-yl)ethyl]-4-propoxybenzenesulfonamide CN1N=C(C=2N=C(NC(C21)=O)C=2C=C(C=CC2OCCC)S(=O)(=O)NCCC2N(CCC2)C)CCC